((R)-1-((R)-3-methoxy-2-(6-methylpicolinamido)propanamido)-4-phenylbutyl)boronic acid COC[C@H](C(=O)N[C@@H](CCCC1=CC=CC=C1)B(O)O)NC(C1=NC(=CC=C1)C)=O